ClC1=CC=C(C=C1)NC1C2=C(C=3N(CC1)N=NC3C)C=CC(=C2)C=2C=C3C(=NC2)NC=N3 N-(4-chlorophenyl)-9-(3H-imidazo[4,5-b]pyridin-6-yl)-1-methyl-6,7-dihydro-5H-benzo[c][1,2,3]triazolo[1,5-a]azepin-7-amine